C=1(C(=CC=CC1)S(=O)(=O)C1=C(C=CC=C1)C)C ditolyl sulfone